4-(3-amino-5-(trifluoromethyl)pyridin-2-yl)piperazine-1-carboxylic acid tert-butyl ester C(C)(C)(C)OC(=O)N1CCN(CC1)C1=NC=C(C=C1N)C(F)(F)F